tert-butyl 9-[4-(2,6-dibenzyloxy-3-pyridyl)-3-methyl-phenyl]-3,9-diazaspiro[5.5]undecane-3-carboxylate C(C1=CC=CC=C1)OC1=NC(=CC=C1C1=C(C=C(C=C1)N1CCC2(CCN(CC2)C(=O)OC(C)(C)C)CC1)C)OCC1=CC=CC=C1